CC1=C(C(=NO1)C1[C@H]2CN(C[C@@H]12)C(=O)OC(C)(C)C)C1=CC=CC=C1 tert-butyl (1R,5S,6r)-6-(5-methyl-4-phenylisoxazol-3-yl)-3-azabicyclo[3.1.0]hexane-3-carboxylate